1-(2-amino-2-oxoethoxy)-2-(3-cyanophenyl)-4-methyl-1H-imidazole-5-carboxylic acid ethyl ester C(C)OC(=O)C1=C(N=C(N1OCC(=O)N)C1=CC(=CC=C1)C#N)C